Pyrazole-5(1H)-nitrile N1N=CC=C1C#N